3-[4-(4-methylpiperidine-1-carbonyl)piperidine-1-carbonyl]-1H-pyrazol CC1CCN(CC1)C(=O)C1CCN(CC1)C(=O)C1=NNC=C1